C(#N)C1=CC=C(C(=O)C2=NC3=CC=C(C=C3C(N2)=O)N)C=C1 2-(4-cyanobenzoyl)-6-amino-4(3H)-quinazolinone